CN1N=CC(=C1C1=CC=C(N=N1)OCC1C[C@@H]2[C@@H](CN(C2)CC2COCCC2)C1)C (3aR,6aS)-5-[[6-(2,4-dimethylpyrazol-3-yl)pyridazin-3-yl]oxymethyl]-2-(tetrahydropyran-3-ylmethyl)-3,3a,4,5,6,6a-hexahydro-1H-cyclopenta[c]pyrrole